methyl 4-((3-(5-ethyl-1H-pyrazol-3-yl)imidazo[1,2-b]pyridazin-6-yl)amino)bicyclo[2.2.2]octane-1-carboxylate C(C)C1=CC(=NN1)C1=CN=C2N1N=C(C=C2)NC21CCC(CC2)(CC1)C(=O)OC